N[C@@H]1[C@@H](CC2=CC(=CC=C12)Br)O |r| (Rac)-(1S,2R)-1-amino-5-bromo-2,3-dihydro-1H-inden-2-ol